4-isopropoxyphenyl-4-hydroxyphenylsulfone C(C)(C)OC1=CC=C(C=C1)C1=C(C=CC(=C1)O)S(=O)(=O)C1=C(C=C(C=C1)O)C1=CC=C(C=C1)OC(C)C